ClC1=NC(=NC=C1C(F)(F)F)NC=1C=2C=NN(C2C=CC1)CCS(=O)(=O)C N-[4-chloro-5-(trifluoromethyl)pyrimidin-2-yl]-1-(2-methylsulfonylethyl)indazol-4-amine